1-((2-(4-chlorophenyl)-4,4-dimethylcyclohexan-1-enyl)methyl)piperazine hydrochloride Cl.ClC1=CC=C(C=C1)C1=C(CCC(C1)(C)C)CN1CCNCC1